(2S,4R)-N-[3-[cyclobutanecarbonyl(cyclopropyl)amino]propyl]-1-[(2S)-2-(4-cyclopropyltriazol-1-yl)-3,3-dimethyl-butanoyl]-4-hydroxy-pyrrolidine-2-carboxamide C1(CCC1)C(=O)N(CCCNC(=O)[C@H]1N(C[C@@H](C1)O)C([C@H](C(C)(C)C)N1N=NC(=C1)C1CC1)=O)C1CC1